1-((1H-benzo[d]imidazol-6-yl)methyl)-1-(3-methoxybenzyl)thiourea N1C=NC2=C1C=C(C=C2)CN(C(=S)N)CC2=CC(=CC=C2)OC